Cl.FC1(CC2C(CNC2)C1)F 5,5-difluorooctahydrocyclopenta[c]pyrrole hydrochloride